(2-(piperazin-1-ylmethyl)-5-(trifluoromethyl)phenyl)glycine hydrochloride Cl.N1(CCNCC1)CC1=C(C=C(C=C1)C(F)(F)F)NCC(=O)O